ClC1=NC=CC=C1C(C)=O 1-(2-chloropyridin-3-yl)ethanone